(S)-3-cyclopropyl-2-(3-phenylpropanamido)propanoic acid C1(CC1)C[C@@H](C(=O)O)NC(CCC1=CC=CC=C1)=O